NC1=C(SC=C1C)CC(=O)NC(C)C (3-amino-4-methylthiophen-2-yl)-N-isopropylacetamide